C(=CC)C=1C=CC=C(C1)C1=CC=C(C=C1)O 5'-(prop-1-en-1-yl)-[1,1'-biphenyl]-4-ol